C(C1=CC=CC=C1)SC=1C=NC(=NC1)C(C)(F)F 5-benzylsulfanyl-2-(1,1-difluoroethyl)pyrimidine